4-ethyl-4-propyl-piperidinium C(C)C1(CC[NH2+]CC1)CCC